(3-(6-vinyl-9H-purin-9-yl)phenyl)methanol C(=C)C1=C2N=CN(C2=NC=N1)C=1C=C(C=CC1)CO